(R)-(1-((3-chloro-2-fluorobenzyl)amino)-3-methoxy-1-oxoprop-2-yl)carbamic acid tert-butyl ester C(C)(C)(C)OC(N[C@@H](C(=O)NCC1=C(C(=CC=C1)Cl)F)COC)=O